(-)-4-(3,4-Dimethoxyphenyl)-3-hydroxydihydrofuran-2(3H)-one COC=1C=C(C=CC1OC)C1C(C(OC1)=O)O